periodic acid silver [Ag].I(=O)(=O)(=O)O